FC(C1=C(C=C2CCCN(C2=C1)C1=NN(C2=C1CN(CC2)C(=O)NC)C2CCN(CC2)CC2CCNCC2)C=2C=NN(C2)C)F 3-[7-(difluoromethyl)-6-(1-methylpyrazol-4-yl)-3,4-dihydro-2H-quinolin-1-yl]-N-methyl-1-[1-(4-piperidylmethyl)-4-piperidyl]-6,7-dihydro-4H-pyrazolo[4,3-c]pyridine-5-carboxamide